COC1=CC=C(C=C1)CN1C(C(CCC1=O)N1C(N(C2=C1C=CC=C2N2C[C@@H](N(CC2)C(=O)OC(C)(C)C)C)C)=O)=O 1-Tert-butyl (2S)-4-[1-[1-[(4-methoxyphenyl)methyl]-2,6-dioxo-3-piperidyl]-3-methyl-2-oxo-benzimidazol-4-yl]-2-methyl-piperazine-1-carboxylate